1-(chloromethyl)-3-(trifluoromethyl)-1H-pyrazole ClCN1N=C(C=C1)C(F)(F)F